Distyrylpyrimidin C(=CC1=CC=CC=C1)C1=CC(=NC=N1)C=CC1=CC=CC=C1